CC=1C=NN2C1C(N(CC2)C2=C(C=C(C=C2)C2=NC1=CC=C(N=C1C=C2)C(F)(F)F)C)=O 3-methyl-5-(2-methyl-4-(6-(trifluoromethyl)-1,5-naphthyridin-2-yl)phenyl)-6,7-dihydropyrazolo[1,5-a]pyrazin-4(5H)-one